OCCN(C(CO)(CO)CO)CCO 2-[bis-(2-hydroxyethyl)-amino]-2-hydroxymethylpropane-1,3-diol